{7-Cyclobutyl-6-[(3R)-3-hydroxy-3-methylpiperidin-1-yl]-2-[(tetrahydro-1H-pyrrolizin-7a(5H)-yl)methoxy]-7H-purin-8-yl}[8-ethynyl-7-fluoro-3-(methoxymethoxy)naphthalen-1-yl]methanone C1(CCC1)N1C(=NC2=NC(=NC(=C12)N1C[C@](CCC1)(C)O)OCC12CCCN2CCC1)C(=O)C1=CC(=CC2=CC=C(C(=C12)C#C)F)OCOC